decane-3,6,9-triene-2,8-dione CC(C=CCC=CC(C=C)=O)=O